C=1N=CN2C1C(NC=C2)=O imidazo[1,5-a]pyrazin-8(7H)-one